C1(=CC=CC=C1)C(C(SCCC)S(=O)(=O)C1=CC=CC=C1)=O 1-phenyl-2-(phenylsulfonyl)-2-(propylthio)ethan-1-one